2-Hydroxy-4-methoxy-5-methylbenzoate OC1=C(C(=O)[O-])C=C(C(=C1)OC)C